3-(4-Hydroxyphenyl)-5-(phenylamino)pyridin-2(1H)-one OC1=CC=C(C=C1)C=1C(NC=C(C1)NC1=CC=CC=C1)=O